C(#N)C=1C=NN(C1)[C@@H]1C[C@H](N(CC1)CC1=C2C=CNC2=C(C=C1OC)C)C1=CC=C(C(=O)O)C=C1 4-((2s,4s)-4-(4-cyano-1H-pyrazol-1-yl)-1-((5-methoxy-7-methyl-1H-indol-4-yl)methyl)piperidin-2-yl)benzoic acid